N,N-bis(2-phthalimidoethyl)-cyclopentylamine C1(C=2C(C(N1CCN(CCN1C(C=3C(C1=O)=CC=CC3)=O)C3CCCC3)=O)=CC=CC2)=O